FC(C(=O)O)(F)F.C(#N)CNC([C@H](CC(C)(C)F)N[C@H](C(F)(F)F)C=1C=CC2=C(OC3=C2C=C(C=C3)C=3N=CN(C3C)C)C1)=O (S)-N-(cyanomethyl)-2-(((S)-1-(8-(1,5-dimethyl-1H-imidazol-4-yl)dibenzo[b,d]furan-3-yl)-2,2,2-trifluoroethyl)amino)-4-fluoro-4-methylpentanamide trifluoroacetate